CC1=C(C2=CC=CC=C2C=C1)CC methyl-monoethylnaphthalene